[Al].[Cu].[Pr].COC1=CC=C(CSC2=NC3=C(N2CC2=CC=C(C(=O)NCCCOC)C=C2)C=CC=C3)C=C1 4-((2-((4-methoxybenzyl)thio)-1H-benzo[d]imidazol-1-yl)methyl)-N-(3-methoxypropyl)benzamide Praseodymium copper aluminum